4-[3,5-bis(trifluoromethyl)phenoxy]-2,5-difluoro-N-(1,2,4-thiadiazol-5-yl)benzene-1-sulfonamide FC(C=1C=C(OC2=CC(=C(C=C2F)S(=O)(=O)NC2=NC=NS2)F)C=C(C1)C(F)(F)F)(F)F